FC1=CC(=C(C=C1C=1CCN(CC1)C(C1=CC=C(C=C1)OC)=O)NC(=O)C1=CNC(C=C1C(F)(F)F)=O)N1C[C@H](N([C@H](C1)C)C)C |r| N-[4-fluoro-5-[1-(4-methoxybenzoyl)-3,6-dihydro-2H-pyridin-4-yl]-2-[rac-(3R,5S)-3,4,5-trimethylpiperazin-1-yl]phenyl]-6-oxo-4-(trifluoromethyl)-1H-pyridine-3-carboxamide